C12(CCC(CC1)CC2)C(=O)N[C@@H](CCOC2CC(C2)CCC2=NC=1NCCCC1C=C2)C(=O)O N-(bicyclo[2.2.2]octane-1-carbonyl)-O-((1s,3s)-3-(2-(5,6,7,8-tetrahydro-1,8-naphthyridin-2-yl)ethyl)cyclobutyl)-L-homoserine